2-methylbutyrate CC(C(=O)[O-])CC